1-N-Ethylhexahydro-1,4-diazepinon C(C)N1C(CNCCC1)=O